CS(=O)(=O)N1CCC2=C1N=C(N=C2C=2C=NC(=NC2)N)N2CCOCC2 5-(7-methanesulfonyl-2-morpholin-4-yl-6,7-dihydro-5H-pyrrolo[2,3-d]pyrimidin-4-yl)-pyrimidin-2-amine